7-(((cis)-3-aminocyclobutyl)amino)-1-(((R)-tetrahydrofuran-3-yl)amino)-2,6-naphthyridine N[C@H]1C[C@H](C1)NC1=NC=C2C=CN=C(C2=C1)N[C@H]1COCC1